(2R)-2-[[(2R)-2-(tert-butoxycarbonylamino)-3-phenyl-propionyl] amino]-6,6,6-trifluorohexanoate C(C)(C)(C)OC(=O)N[C@@H](C(=O)N[C@@H](C(=O)[O-])CCCC(F)(F)F)CC1=CC=CC=C1